2-(4-(2-Hydroxyethyl)-1-piperazinyl)-ethansulfonic acid OCCN1CCN(CC1)CCS(=O)(=O)O